(Phenyldibenzofuranyl)(diphenyltriazinyl)terbenzene C1(=CC=CC=C1)C1=C(C2=C(OC3=C2C=CC=C3)C=C1)C=1C(=C(C=CC1)C=1C(=CC=CC1)C1=CC=CC=C1)C1=NN=NC(=C1C1=CC=CC=C1)C1=CC=CC=C1